ClCCN(C1=C(C=C(C=C1)S(=O)(=O)NCC1=CC=C(C=C1)OC)[N+](=O)[O-])C 4-((2-chloroethyl)(methyl)amino)-N-(4-methoxybenzyl)-3-nitrobenzenesulfonamide